OC[PH3+]=O hydroxymethyl-phosphonium oxide